chloromethyl trisilylethyl ether [SiH3]C(COCCl)([SiH3])[SiH3]